calcium bis(((3,5-bis(1,1-dimethylethyl)-4-hydroxyphenyl) methyl) ethylphosphonate) CC(C)(C)C=1C=C(C=C(C1O)C(C)(C)C)CCCP([O-])([O-])=O.CC(C)(C)C=1C=C(C=C(C1O)C(C)(C)C)CCCP([O-])([O-])=O.[Ca+2].[Ca+2]